1-pentadecanoyl-2-(9Z-pentadecenoyl)-glycero-3-phosphoserine CCCCCCCCCCCCCCC(=O)OC[C@H](COP(=O)(O)OC[C@@H](C(=O)O)N)OC(=O)CCCCCCC/C=C\CCCCC